2-(2H-benzotriazol-2-yl)-6-undecyl-4-undecylphenol N=1N(N=C2C1C=CC=C2)C2=C(C(=CC(=C2)CCCCCCCCCCC)CCCCCCCCCCC)O